C(C)N(C1=CC(=C(C=C1)\N=N\C1=CC=C(C=C1)[N+](=O)[O-])OC)CCOC (E)-N-ethyl-3-methoxy-N-(2-methoxyethyl)-4-((4-nitrophenyl)diazenyl)aniline